O=C1N(CCC(C1)=O)C1=C(C=C(C=C1)N1CCC(CC1)C=O)C 1-(4-(2,4-dioxotetrahydropyridin-1(2H)-yl)-3-methylphenyl)piperidine-4-carbaldehyde